FC(C)(F)C1=NC(=CC(=N1)NC1=CC(=NC=C1C1=NC=C(C(=N1)C)F)NC(C)=O)C N-(4-((2-(1,1-difluoroethyl)-6-methylpyrimidin-4-yl)amino)-5-(5-fluoro-4-methylpyrimidin-2-yl)pyridin-2-yl)acetamide